ClC=1C=C2C(=NN(C2=CC1)COCC[Si](C)(C)C)C1=CC(=C2CCN(CC2=C1)C)C 5-chloro-3-(2,5-dimethyl-1,2,3,4-tetrahydroisoquinolin-7-yl)-1-((2-(trimethylsilyl)ethoxy)methyl)-1H-indazole